tert-butyl (2S)-2-(cyanomethyl)-4-(2'-(((S)-1-methylpyrrolidin-2-yl)methoxy)-5',8'-dihydro-6'H-spiro[isothiochromane-4,7'-quinazolin]-4'-yl)piperazine-1-carboxylate C(#N)C[C@@H]1N(CCN(C1)C1=NC(=NC=2CC3(CCC12)CSCC1=CC=CC=C13)OC[C@H]1N(CCC1)C)C(=O)OC(C)(C)C